methyl 3-[[2-[1-[(3-fluorophenyl)methyl]-5-oxopyrrolidin-2-yl]acetyl]amino]propionat FC=1C=C(C=CC1)CN1C(CCC1=O)CC(=O)NCCC(=O)OC